(4S)-7-(3,5-dimethylisoxazol-4-yl)-4-pyridin-2-yl-4,5-dihydroimidazo[1,5,4-de][1,4]benzoxazin-2(1H)-one CC1=NOC(=C1C1=CC=C2C=3N([C@H](COC31)C3=NC=CC=C3)C(N2)=O)C